(R)-2-(2-chloro-5-isopropyl-8-oxothieno[2',3':4,5]pyrrolo[1,2-d][1,2,4]triazin-7(8H)-yl)-N-(1-((1-hydroxycyclobutyl)methyl)piperidin-3-yl)acetamide ClC1=CC2=C(C=C3N2C(=NN(C3=O)CC(=O)N[C@H]3CN(CCC3)CC3(CCC3)O)C(C)C)S1